FC1=CC=C(C=C1)C1=NOC(=N1)C12CC(C1)(C2)N 3-[3-(4-fluorophenyl)-1,2,4-oxadiazol-5-yl]bicyclo[1.1.1]pentan-1-amine